N-[3-chloro-4-(4-propionyl-1-piperazinyl)phenyl]-2-methoxy-3-methylbenzamide ClC=1C=C(C=CC1N1CCN(CC1)C(CC)=O)NC(C1=C(C(=CC=C1)C)OC)=O